N-(3-{[(2R,4R)-6-chloro-4-hydroxy-3,4-dihydro-2H-1-benzopyran-2-carbonyl]amino}bicyclo[1.1.1]pent-1-yl)-2-ethyl-1,3-oxazole-5-carboxamide ClC=1C=CC2=C([C@@H](C[C@@H](O2)C(=O)NC23CC(C2)(C3)NC(=O)C3=CN=C(O3)CC)O)C1